S(=O)(O)O.OC=1C=NC=CC1O 3,4-dihydroxypyridine sulfite